heptacosane-1-ol C(CCCCCCCCCCCCCCCCCCCCCCCCCC)O